(fluoro(2-(((3S,6S,9S,10aR)-3-(3-(4-methoxypyridin-3-yl)azetidine-1-carbonyl)-5-oxo-9-propyldeca-hydropyrrolo[1,2-a]azocin-6-yl)carbamoyl)benzo[b]thiophen-5-yl)methyl)phosphonic acid FC(C1=CC2=C(SC(=C2)C(N[C@H]2CC[C@@H](C[C@@H]3N(C2=O)[C@@H](CC3)C(=O)N3CC(C3)C=3C=NC=CC3OC)CCC)=O)C=C1)P(O)(O)=O